N1CCCCC12CN(CCC2)C2=C1C(=NC=C2)NC=C1C=1C(=NOC1C)C 4-[4-(1,8-diazaspiro[5.5]undecan-8-yl)-1H-pyrrolo[2,3-b]pyridin-3-yl]-3,5-dimethyl-isoxazole